FC=1C=CC(=C(C(=O)N(C(C)C)C(C)C)C1)N1C=C(C=2C1=CN=CC2)C(=O)C2CCN(CC2)C(=O)[C@H]2N[C@@H]1C[C@@H]([C@H]2C1)F 5-Fluoro-2-(3-(1-((1S,3S,4S,5S)-5-fluoro-2-azabicyclo[2.2.1]heptane-3-carbonyl)piperidine-4-carbonyl)-1H-pyrrolo[2,3-c]pyridin-1-yl)-N,N-diisopropylbenzamide